NC1=C(C(=O)N)C=C(C(=N1)C1=CC(=CC(=C1)F)F)C=1C=C2C(=NC=NC2=CC1)C 2-amino-6-(3,5-difluorophenyl)-5-(4-methylquinazolin-6-yl)nicotinamide